CC1=C(C2=C(N=N1)SC1=C2N=CN=C1NCC1=CC=C(C=C1)N1CCNCC1)C 3,4-dimethyl-N-[(4-piperazin-1-ylphenyl)methyl]pyrimido[4',5':4,5]thieno[2,3-c]pyridazin-8-amine